16-hydroxy-4,6,8,10,12,14-hexamethylheptadecyl benzyloxymethyl ether C(C1=CC=CC=C1)OCOCCCC(CC(CC(CC(CC(CC(CC(C)O)C)C)C)C)C)C